The molecule is an acetate ester obtained by the formal condensation of the hydroxy group of the fungal metabolite protubonine A with acetic acid. It has been isolated from Aspergillus species. It has a role as an Aspergillus metabolite. It is a member of acetamides, a dipeptide, an organic heterotetracyclic compound and an acetate ester. It derives from a protubonine A. CC(C)C[C@H]1C(=O)N2[C@H](C[C@@]3([C@H]2N(C4=CC=CC=C43)C(=O)C)OC(=O)C)C(=O)N1